NC1=NN2C(C=C(C=C2)C=2C=C(C(=NC2)C)C(=O)NCC2=C(C=CC=C2)OCC2CCCC2)=N1 5-{2-amino-[1,2,4]triazolo[1,5-a]pyridin-7-yl}-N-{[2-(cyclopentylmethoxy)phenyl]methyl}-2-methylpyridine-3-carboxamide